2-methoxyethyl (3E)-3-[3-(3-cyano-5-fluorophenyl)prop-2-yn-1-ylidene]-2,2-dimethylpyrrolidine-1-carboxylate C(#N)C=1C=C(C=C(C1)F)C#C\C=C/1\C(N(CC1)C(=O)OCCOC)(C)C